N(=C=O)C1=CC=C(C=O)C=C1 4-ISOCYANATOBENZALDEHYDE